C1=C2C(N3C(=NC2=CC=C1)CC1=CC=CC=C13)=O 6H-indolo[2,1-b]quinazolin-12-one